C(C1=CC=NC=C1)(=O)N\N=C\C1=NC2=C(C=CC=C2C=C1)NS(=O)(=O)C1=CC=C(C=C1)C(F)(F)F (E)-N-(2-((2-Isonicotinoylhydrazineylidene)methyl)quinolin-8-yl)-4-(trifluoromethyl)benzenesulfonamide